C[SiH](C)C(C(=O)O)CC (dimethylsilyl)butanoic acid